C1(CC1)[C@@H](C)NC(O[C@H]1C[C@H](CC1)C1=CC(=NN1)NC(CC1=NOC=C1)=O)=O (1R,3S)-3-{3-[(1,2-oxazol-3-ylacetyl)amino]-1H-pyrazol-5-yl}cyclopentyl [(1R)-1-cyclopropylethyl]-carbamate